O=C1N(CCC(N1)=O)N1C(C2=CC=C(C=C2C1=O)CN1CCN(CC1)C1=NC=C(C=C1)C=1C=CC=2C3=C(N(C2C1)CC(F)(F)F)C=CN=C3)=O 2-(2,4-dioxotetrahydropyrimidin-1(2H)-yl)-5-((4-(5-(5-(2,2,2-trifluoroethyl)-5H-pyrido[4,3-b]indol-7-yl)pyridin-2-yl)piperazin-1-yl)methyl)isoindoline-1,3-dione